C(C)OC(C(C1=C(C=C(C=C1)C(F)F)[N+](=O)[O-])C1=C(C=CC(=C1)Cl)OC)=O (5-chloro-2-methoxy-phenyl)-2-[4-(difluoromethyl)-2-nitro-phenyl]acetic acid ethyl ester